tert-butyl 3-(2-(4-(3-((4-((3-chloro-4-fluorophenyl)amino)-7-methoxyquinazolin-6-yl)oxy)propyl)piperazin-1-yl)ethoxy)propionate ClC=1C=C(C=CC1F)NC1=NC=NC2=CC(=C(C=C12)OCCCN1CCN(CC1)CCOCCC(=O)OC(C)(C)C)OC